NCC#CC1=CC=C(C=C1)NC(=O)C1CCNCC1 N-(4-(3-aminoprop-1-yn-1-yl)phenyl)piperidine-4-carboxamide